methyl 2-(4-(hydroxymethyl)pyrimidin-2-yl)-2-methylpropanoate OCC1=NC(=NC=C1)C(C(=O)OC)(C)C